tert-butyl (3-chloro-8-cyclopropyl-5-oxopyrazolo[1,5-a]pyrido[3,2-e]pyrimidin-4(5H)-yl)acetate ClC=1C=NN2C1N(C(C1=C2N=C(C=C1)C1CC1)=O)CC(=O)OC(C)(C)C